C(C)(C)N1N=C(C=C1)[N+](=O)[O-] 1-isopropyl-3-nitro-1H-pyrazole